9-(6-(Cyclopropylamino)pyrimidin-4-yl)-4-(4-((4,4-dimethylpiperidin-1-yl)methyl)phenyl)-1,4,9-triazaspiro[5.5]undecan-2-one C1(CC1)NC1=CC(=NC=N1)N1CCC2(CN(CC(N2)=O)C2=CC=C(C=C2)CN2CCC(CC2)(C)C)CC1